C(C)(C)(C)C1=C(C(=CC(=C1)C(C)(C)C)C(C)(C)C)C(O)(C(CO)(CO)CO)C1=C(C=C(C=C1C(C)(C)C)C(C)(C)C)C(C)(C)C bis(2,4,6-tri-t-butylphenyl)pentaerythritol